4-((4-methoxybenzyl)(3,4,5-trimethoxyphenyl)carbamoyl)benzoic acid COC1=CC=C(CN(C(=O)C2=CC=C(C(=O)O)C=C2)C2=CC(=C(C(=C2)OC)OC)OC)C=C1